(R)-3-(4-(dimethylamino)piperidin-1-yl)-8-methyl-N-(1-(2-methyl-3-(trifluoromethyl)phenyl)ethyl)pyrido[2,3-d]pyridazin-5-amine CN(C1CCN(CC1)C1=CC=2C(=C(N=NC2N[C@H](C)C2=C(C(=CC=C2)C(F)(F)F)C)C)N=C1)C